N1(C=NC2=C1C=CC=C2)C=2C1=C(N=C(N2)NC2=C(C=C(C=C2)N2CCN(CC2)C(C)=O)OC)NC=C1 1-(4-(4-((4-(1H-benzo[d]imidazol-1-yl)-7H-pyrrolo[2,3-d]pyrimidin-2-yl)amino)-3-methoxyphenyl)piperazin-1-yl)ethan-1-one